2-(2-chlorobenzyl)-8-methyl-N-{2-[4-(methylsulfanyl)phenyl]ethyl}-4,5-dihydro-2H-furo[2,3-g]indazole-7-carboxamide ClC1=C(CN2N=C3C4=C(CCC3=C2)OC(=C4C)C(=O)NCCC4=CC=C(C=C4)SC)C=CC=C1